N-(2-hydroxyethyl)-N,N',N'',N''-tetramethyldiethylenetriamine OCCN(CCN(CCN(C)C)C)C